Cl.Cl.ClC=1C(=NC2=CC=C(C=C2C1)C1=NC(=NO1)CCN)N1CCNCC1 2-[5-(3-chloro-2-piperazin-1-yl-6-quinolinyl)-1,2,4-oxadiazol-3-yl]ethanamine dihydrochloride